Cyclopropyl-(triphenyl)phosphonium bromide [Br-].C1(CC1)[P+](C1=CC=CC=C1)(C1=CC=CC=C1)C1=CC=CC=C1